imidazo[1,2-a]pyridine-7-carboxylate N=1C=CN2C1C=C(C=C2)C(=O)[O-]